3-(4-fluorophenyl)-8-isopropyl-6,7-dimethoxy-1,1-dimethyl-1H-dibenzo[a,d][7]annulene-2,10-dione FC1=CC=C(C=C1)C=1C(C(C=2C(=CC3=C(C(C2)=O)C=C(C(=C3OC)OC)C(C)C)C1)(C)C)=O